4-((8-Acetylaminoquinolin-5-yl)amino)piperidine-1-carboxylic acid tert-butyl ester C(C)(C)(C)OC(=O)N1CCC(CC1)NC1=C2C=CC=NC2=C(C=C1)NC(C)=O